C(=O)O.COC=1C=C(C=CC1C1=CC=NC=C1)NC1=NC=C(C(=N1)NN1C(OC2=C1C=CC=C2)=O)C (2-(3-methoxy-4-(pyridin-4-yl)phenylamino)-5-methylpyrimidin-4-ylamino)benzo[d]oxazol-2(3H)-one formate